t-butylammonium C(C)(C)(C)[NH3+]